N-(4-(3-(dimethylamino)pyrrolidin-1-yl)-5-(1-(tetrahydro-2H-pyran-4-yl)-1H-pyrazol-4-yl)pyridin-2-yl)-2-(2-fluoro-6-methoxyphenyl)pyrimidin-4-amine CN(C1CN(CC1)C1=CC(=NC=C1C=1C=NN(C1)C1CCOCC1)NC1=NC(=NC=C1)C1=C(C=CC=C1OC)F)C